ClC1=CN(C=2N=CN=C(C21)NCC2=C(C=C(C=C2)OC)OC)[C@H]2[C@H]([C@@H]([C@H](O2)CO)O)F (2R,3R,4S,5R)-5-(5-chloro-4-{[(2,4-dimethoxyphenyl)methyl]amino}-7H-pyrrolo[2,3-d]pyrimidin-7-yl)-4-fluoro-2-(hydroxymethyl)oxolan-3-ol